[OH-].C(C)[NH+](CCS(=O)(=O)O)CC diethyl-(2-sulfoethyl)ammonium hydroxide